3-(5-(3-(piperidine-1-carbonyl)pyrazolo[1,5-a]pyridin-7-yl)pyridin-3-yl)-1,2,4-oxadiazole-5(4H)-one N1(CCCCC1)C(=O)C=1C=NN2C1C=CC=C2C=2C=C(C=NC2)C2=NOC(N2)=O